9-(4-tert-butylphenyl)-3,6-ditrityl-9H-carbazole C(C)(C)(C)C1=CC=C(C=C1)N1C2=CC=C(C=C2C=2C=C(C=CC12)C(C1=CC=CC=C1)(C1=CC=CC=C1)C1=CC=CC=C1)C(C1=CC=CC=C1)(C1=CC=CC=C1)C1=CC=CC=C1